1-t-butyloxycarbonyl-4-(4-amino-5-(cyclopropylmethoxy)-2-methylphenyl)piperidine tert-butyl-4-(6-amino-3-pyridyl)piperidine-1-carboxylate C(C)(C)(C)OC(=O)N1CCC(CC1)C=1C=NC(=CC1)N.C(C)(C)(C)OC(=O)N1CCC(CC1)C1=C(C=C(C(=C1)OCC1CC1)N)C